5-(2-bromoethyl)imidazolidine-2,4-dione BrCCC1C(NC(N1)=O)=O